CC1=C(C2=CC=CC=C2C(=C1)C)O 2,4-dimethylnaphthol